mono-chlorodi-n-hexylaluminum Cl[Al](CCCCCC)CCCCCC